NC1=C(C(=NN1C(C)C)C(=O)NC=1C(=NC=C(C1)NC(CC1=CC=C(C=C1)Cl)=O)Cl)C(=O)N 5-amino-N3-(2-chloro-5-(2-(4-chlorophenyl)acetamido)pyridin-3-yl)-1-isopropyl-1H-pyrazole-3,4-dicarboxamide